BrC1=CC=C(OC2=CC(=C(C#N)C=C2)OC)C=C1 4-(4-bromophenoxy)-2-methoxybenzonitrile